2-(5-((E)-((1s,2r,5r)-2-fluoro-1-methyl-9-azabicyclo[3.3.1]non-3-ylidene)methyl)pyrazin-2-yl)-5-(1H-imidazol-1-yl)phenol F[C@H]\1[C@@]2(CCC[C@H](C/C1=C\C=1N=CC(=NC1)C1=C(C=C(C=C1)N1C=NC=C1)O)N2)C